ethyl 2-methyl-3,4-pentadienoate CC(C(=O)OCC)C=C=C